N-[(3S)-7-(3-hydroxy-3-methylbut-1-ynyl)-5-methyl-4-oxo-2,3-dihydro-1,5-benzoxazepin-3-yl]-5-(phenylmethyl)-1H-1,2,4-triazole-3-carboxamide OC(C#CC=1C=CC2=C(N(C([C@H](CO2)NC(=O)C2=NNC(=N2)CC2=CC=CC=C2)=O)C)C1)(C)C